4-(2-(piperidin-1-ylamino)ethoxy)-benzamide N1(CCCCC1)NCCOC1=CC=C(C(=O)N)C=C1